ClC=1C=C(C=C(C1)Cl)C(N(NC([C@H](C)N1C(OC2=C(C1=O)N=CC=C2OC)=O)=O)C)C2=CC(=CC(=C2)Cl)Cl (S)-N'-(bis(3,5-dichlorophenyl)methyl)-2-(8-methoxy-2,4-dioxo-2H-pyrido[2,3-e][1,3]oxazin-3(4H)-yl)-N'-methylpropanehydrazide